N-(6-morpholino-1-oxo-2-(tetrahydrofuran-3-yl)isoindolin-5-yl)pyrazolo[1,5-a]pyrimidine-3-carboxamide O1CCN(CC1)C1=C(C=C2CN(C(C2=C1)=O)C1COCC1)NC(=O)C=1C=NN2C1N=CC=C2